N-(6-butylbenzothiazol-2-yl)-2-(trifluoromethoxy)benzamide C(CCC)C1=CC2=C(N=C(S2)NC(C2=C(C=CC=C2)OC(F)(F)F)=O)C=C1